C(C)N1CCN(CC1)CC=1C=CC(=NC1)C1=C(C(=NC(=N1)N)C1=CC2=C(N(N=C2C=C1)C)C(C)C)F 5-((4-ethylpiperazin-1-yl)methyl)pyridin-2-yl-5-fluoro-4-(3-iso-propyl-2-methyl-2H-indazol-5-yl)pyrimidin-2-amine